tert-butyl (2S,SR)-4-(2-(2-(cyclopropyl(imino)methyl) hydrazineyl)-1-(4-fluorophenyl)-2-oxoethyl)-2,5-dimethylpiperazine-1-carboxylate C1(CC1)C(NNC(C(C1=CC=C(C=C1)F)N1C[C@@H](N(C[C@@H]1C)C(=O)OC(C)(C)C)C)=O)=N |&1:20|